methyltripropyl-ammonium bromide [Br-].C[N+](CCC)(CCC)CCC